CN(C1(CN(CCN(C1)CC1=NC=CC=C1)CC1=NC=CC=C1)C)C 6-dimethylamino-1,4-bis(pyridine-2-ylmethyl)-6-methyl-1,4-diazacycloheptane